5-(4-amino-2,6-dichlorophenoxy)-1-isobutylpyridin-2(1H)-one NC1=CC(=C(OC=2C=CC(N(C2)CC(C)C)=O)C(=C1)Cl)Cl